1-(2,4-dimethoxy-benzyl)-5-oxo-2-phenyl-3-p-tolylsulfanyl-pyrrolidine-3-carboxylic acid methyl ester COC(=O)C1(C(N(C(C1)=O)CC1=C(C=C(C=C1)OC)OC)C1=CC=CC=C1)SC1=CC=C(C=C1)C